5-chloro-2-methyl-4-(4-methylpiperidin-1-yl)aniline ClC=1C(=CC(=C(N)C1)C)N1CCC(CC1)C